FC(CN1C(=NC=2C1=NC(=CC2)C=2C=CN1N=C(N=CC12)N[C@@H]1CC[C@@H](CC1)OCCOC)C)F 5-(3-(2,2-difluoroethyl)-2-methyl-3H-imidazo[4,5-b]pyridin-5-yl)-N-(cis-4-(2-methoxyethoxy)cyclohexyl)pyrrolo[2,1-f][1,2,4]triazin-2-amine